ClC=1C=C2C3=C(NC2=C(C1)C1=CC(=CC=C1)OCC1=NC2=CC=CC=C2C=N1)C(=NC=C3)C 6-Chloro-1-methyl-8-[3-(quinazolin-2-ylmethoxy)-phenyl]-9H-pyrido[3,4-b]indole